1,3-divinyl-1,1,3,3-tetramethoxydisiloxane C(=C)[Si](O[Si](OC)(OC)C=C)(OC)OC